C(C1=CC=CC=C1)(=O)OOCCCN(C(C1=CC=CC=C1)=O)C(C#C)=O 3-(N-propioloylbenzamido)propoxy benzoate